OC(CN(CCCCC(=O)OCCN1CCN(CC1)CCSSCCCN(CC(CCCCCC\C=C/C\C=C/CCCCC)O)CC(CCCCCC\C=C/C\C=C/CCCCC)O)CC(CCCCCC\C=C/CCCCCCCC)O)CCCCCC\C=C/CCCCCCCC 2-(4-(2-((3-(Bis((9Z,12Z)-2-hydroxyoctadeca-9,12-dien-1-yl)amino)propyl)disulfaneyl)ethyl)piperazin-1-yl)ethyl 5-(bis((Z)-2-hydroxyoctadec-9-en-1-yl)amino)pentanoate